[Zn].FC(C1=CC=C(C=C1)N1N=C(N=C1)N)(F)F (4-(trifluoromethyl)phenyl)-1H-1,2,4-triazol-3-amine Zinc